C(#N)C(C(=O)O)=CC1=CC=C(C=C1)OCCCCCCCCCCCCCCCC alpha-cyano-4-hexadecyloxycinnamic acid